5-carboxymethylbicyclo[2.2.1]hept-2-ene C(=O)(O)CC1C2C=CC(C1)C2